NC1=C(C=C(C=C1Cl)Br)NC(=O)C1CC(C1)(C)O (cis)-N-(2-amino-5-bromo-3-chlorophenyl)-3-hydroxy-3-methylcyclobutane-1-carboxamide